carbon Suberic acid C(CCCCCCC(=O)O)(=O)O.[C]